(S)-2-Methyl-5-((1-methylazetidin-2-yl)methoxy)-N-(1-(quinolin-5-yl)cyclopropyl)benzamide CC1=C(C(=O)NC2(CC2)C2=C3C=CC=NC3=CC=C2)C=C(C=C1)OC[C@H]1N(CC1)C